NC=1C(=NC(=CN1)C1=C(C(=C(C=C1)N1C[C@H](OCC1)C(C)C)F)F)C=1C=C2CCNC(C2=CC1F)=O (R)-6-(3-amino-6-(2,3-difluoro-4-(2-isopropylmorpholino)phenyl)pyrazin-2-yl)-7-fluoro-3,4-dihydroisoquinolin-1(2H)-one